N,N-dimethyl-7-(piperidin-1-yl)-6H-dibenzo[b,f][1,4,5]oxathiazepine-2-sulfonamide 5,5-dioxide CN(S(=O)(=O)C=1C=CC2=C(OC3=C(NS2(=O)=O)C(=CC=C3)N3CCCCC3)C1)C